C(C)(C)(C)OC(=O)NC=1C=CC(=NC1Cl)C=1N=NN(C1C(=O)NC(O[C@H](C)C=1C(=NC=C(C1)F)F)=O)C (R)-1-(2,5-difluoropyridin-3-yl)ethyl (4-(5-((tert-butoxycarbonyl) amino)-6-chloropyridin-2-yl)-1-methyl-1H-1,2,3-triazole-5-carbonyl)carbamate